CON=C(C)C1C2C=CC(C1)C2 1-(BICYCLO[2.2.1]HEPT-5-EN-2-YL)ETHAN-1-ONE O-METHYL OXIME